N-(3-((3-Amino-5-(4-(aminomethyl)-4-methylpiperidin-1-yl)pyrazin-2-yl)thio)-2-chlorophenyl)-2-hydroxy-4-oxo-6,7,8,9-tetrahydro-4H-pyrido[1,2-a]pyrimidin NC=1C(=NC=C(N1)N1CCC(CC1)(C)CN)SC=1C(=C(C=CC1)N1C2N(C(C=C1O)=O)CCCC2)Cl